COC1=CC=C(CN2N=NC(=C2)C=2C=CC(N(C2)C=2C=NC(=CC2)N[C@@H]2C[C@H](CC2)NC=2N=NC(=CN2)C)=O)C=C1 5-(1-(4-Methoxybenzyl)-1H-1,2,3-triazol-4-yl)-6'-(((1S,3S)-3-((6-methyl-1,2,4-triazin-3-yl)amino)cyclopentyl)amino)-2H-[1,3'-bipyridin]-2-one